ethylaminopropylamide C(C)NCCC[NH-]